(3aR,6aR)-5-(tert-butoxycarbonyl)tetrahydro-1H-thieno[3,4-c]pyrrole-3a(3H)-carboxylic acid 2,2-dioxide C(C)(C)(C)OC(=O)N1C[C@H]2[C@](C1)(CS(C2)(=O)=O)C(=O)O